CNC(C1=C(C=CC=C1)C1=CC=C2C(=CN(C2=C1)C1OCCCC1)NC(NCCN1CCN(CC1)C)=O)=S N-methyl-2-[3-[2-(4-methylpiperazin-1-yl)ethylcarbamoylamino]-1-tetrahydropyran-2-yl-indole-6-yl]thiobenzamide